2-chloro-5-methoxy-6-methyl-N-(6-morpholinylbenzothiazol-2-yl)-4,4'-bipyridin-3-carboxamide ClC1=NC(=C(C(=C1C(=O)NC=1SC2=C(N1)C=CC(=C2)N2CCOCC2)C2=CC=NC=C2)OC)C